2-Amino-9-((2R,3R,5S)-3-hydroxy-5-(hydroxymethyl)tetrahydrofuran-2-yl)-7-(prop-2-yn-1-yl)-7,9-dihydro-8H-purin-8-on NC1=NC=C2N(C(N(C2=N1)[C@@H]1O[C@@H](C[C@H]1O)CO)=O)CC#C